COC(=O)C1=NC(=C(C=C1)Br)CN.BrCC(=O)C1=C(N(C(=C1)CC1CCS(CC1)(=O)=O)C1=CC=C(C=C1)Cl)C 2-bromo-1-(1-(4-chlorophenyl)-5-((1,1-dioxotetrahydro-2H-thiopyran-4-yl)methyl)-2-methyl-1H-pyrrol-3-yl)ethan-1-one methyl-6-(aminomethyl)-5-bromopyridinecarboxylate